NC=1C=NN(C1C(=O)OCC)C(F)F ethyl 4-amino-1-(difluoro-methyl)-1H-pyrazole-5-carboxylate